4-(2,5-dichlorophenyl)-N-(4-hydroxy-2,6-dimethylphenyl)pyrimidine-2-carboxamide ClC1=C(C=C(C=C1)Cl)C1=NC(=NC=C1)C(=O)NC1=C(C=C(C=C1C)O)C